Fluorohydroxyquinoline FC=1C(=NC2=CC=CC=C2C1)O